(S)-2-((4-(methoxymethyl)-5-(4-(2-oxopyrrolidin-1-yl)phenyl)pyrimidin-2-yl)amino)-6,6a,7,8-tetrahydro-9H-pyrido[2,3-b]pyrrolo[1,2-d][1,4]oxazin-9-one COCC1=NC(=NC=C1C1=CC=C(C=C1)N1C(CCC1)=O)NC1=CC2=C(OC[C@H]3N2C(CC3)=O)N=C1